C(C)C1(NC(CC1)(C1=CC(=CC=C1)C(F)(F)F)C)CC 2,2-diethyl-5-methyl-5-(3-(trifluoromethyl)phenyl)pyrrolidine